2-Bromo-1-(2-methoxy-4-(2H-1,2,3-triazol-2-yl)phenyl)ethan-1-one BrCC(=O)C1=C(C=C(C=C1)N1N=CC=N1)OC